pyridin-3-yl-boric acid N1=CC(=CC=C1)OB(O)O